1-(2-oxo-2-(piperidin-1-yl)ethyl)-1H-indole-3-carbaldehyde O=C(CN1C=C(C2=CC=CC=C12)C=O)N1CCCCC1